C1(CCC1)CN(C(OC(C)(C)C)=O)[C@H]1CN(CCC1)C1=CC(N(C=C1)C(C)C=1C=NN(C1)C=1C=NC=C(C1)N(C)C)=O tert-butyl (cyclobutylmethyl)((3R)-1-(1-(1-(1-(5-(dimethylamino)pyridin-3-yl)-1H-pyrazol-4-yl)ethyl)-2-oxo-1,2-dihydropyridin-4-yl)piperidin-3-yl)carbamate